(R) or (S)-4-((cyclobutyl(methyl)amino)methyl)-2-fluoro-N'-((2,4,5,6-tetrahydro-1H-cyclobuta[f]inden-3-yl)carbamoyl)benzenesulfonimidamide C1(CCC1)N(C)CC1=CC(=C(C=C1)[S@@](=O)(N)=NC(NC1=C2C(=CC=3CCCC13)CC2)=O)F |o1:13|